C(C)(C)(C)OC(=O)N[C@@H](CSC1(C2CC(C(C1)C2)(C)C)C)C(=O)OCC ethyl N-(tert-butoxycarbonyl)-S-(2,5,5-trimethylbicyclo[2.2.1]heptan-2-yl)cysteinate